5-[(2-bromo-6-methylpyridin-4-yl)oxy]-2-(trifluoromethyl)-pyrimidine BrC1=NC(=CC(=C1)OC=1C=NC(=NC1)C(F)(F)F)C